trimethylgallium C[Ga](C)C